1-(4-(4-(5-(2,6-difluorophenyl)-4,5-dihydroisoxazol-3-yl)thiazol-2-yl)piperidin-1-yl)-2-((3-(methylthio)pyrazin-2-yl)oxy)ethan-1-one FC1=C(C(=CC=C1)F)C1CC(=NO1)C=1N=C(SC1)C1CCN(CC1)C(COC1=NC=CN=C1SC)=O